C(C)(C)(C)OC(CCCCCCCCCCCCCCCCCCCCC(=O)O)=O docosanedioic acid mono-tert-butyl ester